3-[(1-methyl-1H-pyrazol-5-yl)methoxy]propan-1-ol CN1N=CC=C1COCCCO